CC1(C)[C@@H]2CC[C@@]1(C)C(=O)[C@H]2Br 3-Bromo-D-camphor